C(C)OC1=C(C=NC(=C1)OCC1=CC=C(C=C1)OC)C1=CC(=CC=C1)F 4-(4-ethoxy-6-((4-methoxybenzyl)oxy)pyridin-3-yl)-2-fluorobenzene